N-[3-[(5-bromo-2-methylphenyl)amino]-3-oxopropyl]-1,2,3,4-tetrahydro-2,4-dioxo-1-propyl-pyrido[2,3-d]pyrimidine-6-carboxamide BrC=1C=CC(=C(C1)NC(CCNC(=O)C1=CC2=C(N(C(NC2=O)=O)CCC)N=C1)=O)C